FC(C(=O)O)(F)F.FC1=CC2=C(N(C(=N2)NC=2OC3=C(C=C4CN(CC4=C3)C)N2)C)C=C1 N-(5-fluoro-1-methyl-1H-benzo[d]imidazol-2-yl)-6-methyl-6,7-dihydro-5H-oxazolo[4,5-f]isoindol-2-amine, trifluoroacetic acid salt